(1-(2-(2-methoxyethoxy)ethyl)-3-(pyridin-2-yl)-1H-pyrazol-4-yl)-6-(1H-pyrazol-4-yl)picolinamide formate C(=O)O.COCCOCCN1N=C(C(=C1)C=1C(=NC(=CC1)C=1C=NNC1)C(=O)N)C1=NC=CC=C1